3-(1,3-dioxoisoindol-2-yl)propanal O=C1N(C(C2=CC=CC=C12)=O)CCC=O